O=C1NC(CCC1N1C(N(C2=C1C=CC(=C2)CCCCCN(C)CC21CCC(CC2)(CC1)NC(OC(C)(C)C)=O)C)=O)=O tert-butyl N-[4-[[5-[1-(2,6-dioxo-3-piperidyl)-3-methyl-2-oxo-benzimidazol-5-yl] pentyl-methyl-amino]methyl]-1-bicyclo[2.2.2]octanyl]carbamate